(3R)-1-{6-[4-chloro-2-(methoxymethoxy)phenyl]-pyridazin-3-yl}-N-(oxolan-3-yl)pyrrolidin-3-amine ClC1=CC(=C(C=C1)C1=CC=C(N=N1)N1C[C@@H](CC1)NC1COCC1)OCOC